diethyl-aluminum phosphinite P[O-].C(C)[Al+]CC